5-[1-[4-bromo-2-methyl-5-(3,3,4,4,5,5,6,6,7,7,8,8,8-tridecafluorooctylsulfanyl)pyrazol-3-yl]pyrazol-4-yl]-2-chloro-N-cyclopropyl-benzamide BrC1=C(N(N=C1SCCC(C(C(C(C(C(F)(F)F)(F)F)(F)F)(F)F)(F)F)(F)F)C)N1N=CC(=C1)C=1C=CC(=C(C(=O)NC2CC2)C1)Cl